2-(1-isobutyl-1H-indazole-4-carboxamido)butanoic acid C(C(C)C)N1N=CC=2C(=CC=CC12)C(=O)NC(C(=O)O)CC